C(C)N(C(=O)S(=O)C)CC N,N-diethyl-1-(methylsulfinyl)methanamide